pyrrolidin-3-yl-(methyl)piperazin N1CC(CC1)C1N(CCNC1)C